2,2-bis[4-(3,4-dicarboxy-phenoxy)phenyl]propane C(=O)(O)C=1C=C(OC2=CC=C(C=C2)C(C)(C)C2=CC=C(C=C2)OC2=CC(=C(C=C2)C(=O)O)C(=O)O)C=CC1C(=O)O